tert-butyl N-[(4-bromo-2-fluoro-6-methoxy-phenyl)methyl]-N-[[(2S)-5-oxopyrrolidin-2-yl]methyl]carbamate BrC1=CC(=C(C(=C1)OC)CN(C(OC(C)(C)C)=O)C[C@H]1NC(CC1)=O)F